[Si](C)(C)(C(C)(C)C)OCCNC(C(F)(F)C1=C(C=CC(=C1)F)C=1C(=C(C(=O)N)C=C(C1C1CC1)C(F)(F)F)OC1=C(C=C(C=C1)F)C)=O 3-(2-(((2-((tert-butyldimethylsilyl)oxy)ethyl)amino)-1,1-difluoro-2-oxoethyl)-4-fluorophenyl)-4-cyclopropyl-2-(4-fluoro-2-methylphenoxy)-5-(trifluoromethyl)benzamide